methyl 2,3,4,5-tetrafluorobenzoate FC1=C(C(=O)OC)C=C(C(=C1F)F)F